5-bromo-2-methyl-1H-benzo[d]imidazole BrC1=CC2=C(NC(=N2)C)C=C1